CC1=CC(=C(C=C1)O)C(C)(C)C para-methyl-o-tert-butylphenol